CC=1C(C2=CC(=CC=C2C1)C)O 2,6-dimethyl-indenol